(4-{[2-(4-chlorophenyl)imidazo[1,2-a]pyridine-3-yl]methyl}piperazin-1-yl)(5-fluoro-2-methoxyphenyl)methanone ClC1=CC=C(C=C1)C=1N=C2N(C=CC=C2)C1CN1CCN(CC1)C(=O)C1=C(C=CC(=C1)F)OC